C1(=CC=CC=C1)NC1=C2C(SC=C2)=CC2=C1SC=C2 N-phenylbenzo[1,2-b:4,5-b']dithiophene-4-amine